((2S,6R)-2,6-dimethylmorpholino)(2-fluoro-5-(2-(6-(methylsulfonyl)pyridin-3-yl)furo[3,2-b]pyridin-7-yl)phenyl)methanone C[C@@H]1O[C@@H](CN(C1)C(=O)C1=C(C=CC(=C1)C1=C2C(=NC=C1)C=C(O2)C=2C=NC(=CC2)S(=O)(=O)C)F)C